methyl (R)-4-amino-2-methoxybutyrate NCC[C@H](C(=O)OC)OC